BrC1=NN(C(=C1)Br)C1=CC(=CC=C1)OCC 3,5-dibromo-1-(3-ethoxyphenyl)pyrazole